8-methyl-2-(pyridin-2-ylmethyl)-N-[(2S)-tetrahydrofuran-2-ylmethyl]-2H-furo[2,3-g]indazole-7-carboxamide CC1=C(OC=2C=CC3=CN(N=C3C21)CC2=NC=CC=C2)C(=O)NC[C@H]2OCCC2